(2S,4R)-1-[(2S)-3,3-dimethyl-2-[5-(piperidin-4-yl)pentanamido]butanoyl]-4-hydroxy-N-[(1S)-1-[4-(4-methyl-1,3-thiazol-5-yl)phenyl]ethyl]pyrrolidine-2-carboxamide hydrochloride Cl.CC([C@@H](C(=O)N1[C@@H](C[C@H](C1)O)C(=O)N[C@@H](C)C1=CC=C(C=C1)C1=C(N=CS1)C)NC(CCCCC1CCNCC1)=O)(C)C